2,6-dimethyl-aniline CC1=C(N)C(=CC=C1)C